C(CCC)N=CC1=NC=CC=C1 N-butyl-2-Pyridylmethanimine